(S)-2,6-bis((t-butoxycarbonyl)amino)hexanoic acid C(C)(C)(C)OC(=O)N[C@H](C(=O)O)CCCCNC(=O)OC(C)(C)C